(S)-N-(5-(4-(tert-butyl)-1H-imidazol-1-yl)pyridin-2-yl)-2-((2-(4-cyanophenyl)propyl)amino)-2-phenylacetamide C(C)(C)(C)C=1N=CN(C1)C=1C=CC(=NC1)NC([C@H](C1=CC=CC=C1)NCC(C)C1=CC=C(C=C1)C#N)=O